2H-indazol-6-ol N=1NC=C2C=CC(=CC12)O